C1(CC1)C1=C(C=CC(=C1)F)O 2-Cyclopropyl-4-fluorophenol